nickel sodium iminodisuccinate N(C(C(=O)[O-])CC(=O)O)C(C(=O)[O-])CC(=O)[O-].[Na+].[Ni+2]